N1(N=CN=C1)C1=CC=C(CN2C3=C(OCC2=O)C=C(C=C3)NC(=O)NC3=CC=C2C=CNC2=C3)C=C1 1-(4-(4-(1H-1,2,4-triazol-1-yl)benzyl)-3-oxo-3,4-dihydro-2H-benzo[b][1,4]oxazin-7-yl)-3-(1H-indol-6-yl)urea